Cl.COC([C@@H](CC(C)C)N)=O (2R)-2-amino-4-methyl-pentanoic acid methyl ester hydrochloride